C1(CC1)C1=NN(C=C1C1=NC=2CCCCC2C=C1)[C@@H]1C[C@H](C1)CNC=1C=C2C(N(C(C2=CC1)=O)C1C(NC(CC1)=O)=O)=O 5-(((trans-3-(3-cyclopropyl-4-(5,6,7,8-tetrahydroquinolin-2-yl)-1H-pyrazol-1-yl)cyclobutyl)methyl)amino)-2-(2,6-dioxopiperidin-3-yl)isoindoline-1,3-dione